C1(=O)OC2=CC(=CC=C2OC)C(C=2C=C(C(=CC2)OC)OC(O1)=O)(C)C dimethylmethylenebis(6-methoxy-3,1-phenylene) dicarbonate